9-benzyl-8-(2-chloro-4-(piperazin-1-ylmethyl)phenyl)-6-(1-methylcyclopropoxy)-9H-purine C(C1=CC=CC=C1)N1C2=NC=NC(=C2N=C1C1=C(C=C(C=C1)CN1CCNCC1)Cl)OC1(CC1)C